C1=CC=CC=2C3=CC=CC=C3C(C12)COC(=O)N[C@H](C(=O)OC)CC1=CC(=C(C=C1)OC(C1=CC=CC=C1)(C1=CC=CC=C1)C1=C(C=CC=C1)Cl)OC methyl (S)-2-((((9H-fluoren-9-yl)methoxy)carbonyl)amino)-3-(4-((2-chlorophenyl)diphenylmethoxy)-3-methoxyphenyl)propanoate